C(C)(=O)NC=1C=C(C(=CC1)C=CC=1C(=CC(=CC1)N=C=S)S(=O)(=O)O)S(=O)(=O)O 4-acetamido-4'-isothiocyanatostilbene-2,2'-disulfonic Acid